CN(C(=O)C=1N=CNC1)CC1=CC=CC2=CC=CC=C12 N-methyl-N-(naphthalen-1-ylmethyl)-1H-imidazole-4-carboxamide